C(#N)C(I)P(OCC)(OCC)=O diethyl (cyanoiodomethyl)phosphonate